4-(3-aminopyridin-4-yl)-N-(5-chloro-6-(2H-1,2,3-triazol-2-yl)pyridin-3-yl)-5-ethyl-2-fluorobenzamide NC=1C=NC=CC1C1=CC(=C(C(=O)NC=2C=NC(=C(C2)Cl)N2N=CC=N2)C=C1CC)F